The molecule is the naturally occurring (1'S)-(+) enantiomer of abscisic acid. It is an important sesquiterpenoid plant hormone which acts as a regulator of plant responses to environmental stresses such as drought and cold. It has a role as a plant hormone and a plant metabolite. It is a conjugate acid of a (+)-abscisate. It is an enantiomer of a (-)-abscisic acid. CC1=CC(=O)CC([C@]1(/C=C/C(=C\\C(=O)O)/C)O)(C)C